phenylpropenyl sulfone C1(=CC=CC=C1)S(=O)(=O)C=CC